N1=C(C=CC=C1)SS[C@H]1[C@@H](CCC2=CC=CC=C12)O |r| trans-(1RS,2RS)-1-(pyridin-2-yldisulfanyl)-1,2,3,4-tetrahydronaphthalen-2-ol